methyl (2S)-2-(benzyloxycarbonylamino)-2-(4-piperidyl)acetate HCl salt Cl.C(C1=CC=CC=C1)OC(=O)N[C@H](C(=O)OC)C1CCNCC1